ClC1=CC=C(C=C1)C[C@H](C(=O)N1C[C@@H](N(CC1)C=1C2=C(N=CN1)[C@@H](C[C@H]2C)O)C)NC(OC(C)(C)C)=O tert-butyl (R)-3-(4-chlorophenyl)-1-((S)-4-((5R,7R)-7-hydroxy-5-methyl-6,7-dihydro-5H-cyclopenta[d]pyrimidin-4-yl)-3-methylpiperazin-1-yl)-1-oxopropan-2-ylcarbamate